C1[C@H](OC2=C(C(=CC(=C2C1=O)O)O)[C@H]3[C@@H]([C@H]([C@@H]([C@H](O3)CO)O)O)O)C4=CC=C(C=C4)O The molecule is a C-glycosyl compound that is (S)-naringenin substituted by a beta-D-glucopyranosyl residue at position 8 via a C-glycosidic linkage. It has a role as a plant metabolite. It is a C-glycosyl compound, a trihydroxyflavanone, a member of 4'-hydroxyflavanones and a (2S)-flavan-4-one. It derives from a (S)-naringenin.